ClC1=C(C=C(C=C1)CCO)[N+](=O)[O-] 2-(4-chloro-3-nitro-phenyl)ethanol